COC1=C(C=CC(=C1)N1CCN(CC1)C)NC1=NC=CC(=C1)NC1=NN(C=C1)C N2-(2-methoxy-4-(4-methylpiperazin-1-yl)phenyl)-N4-(1-methyl-1H-pyrazol-3-yl)pyridine-2,4-diamine